C(C)(=O)OC=1C(=NC(=CC1F)C=1N=NN(C1CO)C)C 1-(4-fluoro-6-(5-(hydroxymethyl)-1-methyl-1H-1,2,3-triazol-4-yl)-2-methylpyridin-3-yl) acetate